C(C=C)(=O)N1CC(CC1)(C(=O)N1CCC(CC1)N1N=CC(=C1)C=1C=C(C=2N(C1)N=CC2C#N)OC)F 6-(1-(1-(1-acryloyl-3-fluoropyrrolidine-3-carbonyl)piperidin-4-yl)-1H-pyrazol-4-yl)-4-methoxypyrazolo[1,5-a]pyridine-3-carbonitrile